5-hydrazino-1,2-dihydro-phthalazin-1-one N(N)C1=C2C=NNC(C2=CC=C1)=O